(1E)-1-[(4-methyl-5-oxo-2H-furan-2-yl)oxymethylene]-4,9b-dihydro-3aH-furo[2,3-c]chromen-2-one CC1=CC(OC1=O)O\C=C/1\C(OC2COC=3C=CC=CC3C21)=O